O(P([O-])(=O)OP(=O)([O-])[O-])CCC(=C)C trans-isopentenyl diphosphate